O[C@@H](C)C1CN(C1)C1=NC(=CC(=N1)NC(C1=C(C=C(C=C1)NS(=O)(=O)CCO)N1CCC2(CC2)CC1)=O)C (S)-N-(2-(3-(1-Hydroxyethyl)azetidin-1-yl)-6-methylpyrimidin-4-yl)-4-((2-hydroxyethyl)sulfonamido)-2-(6-azaspiro[2.5]octan-6-yl)benzamide